[Ca].C(C(C)(C)C)C([Ca])CC(C)(C)C dineopentylmethylcalcium calcium